ClC1=C(N(N=C1)CC=O)C#N 4-chloro-2-(2-oxoethyl)pyrazole-3-carbonitrile